C(CCCCCCCCCCC)C=1NOC2=C(C1)C=CC=C2 dodecylbenzoxazine